racemic-1-(3,3-difluorocyclobutyl)-3-(isoquinolin-4-yl)-2-oxoimidazolidine-4-carbonitrile FC1(CC(C1)N1C(N([C@H](C1)C#N)C1=CN=CC2=CC=CC=C12)=O)F |r|